OCC1(CC1)CO ((1-hydroxymethyl)-cyclopropyl)-methanol